tert-butyl (3S,4R)-3-(((R)-1-phenylethyl)amino)-4-(tetradecylcarbamoyl)pyrrolidine-1-carboxylate C1(=CC=CC=C1)[C@@H](C)N[C@@H]1CN(C[C@H]1C(NCCCCCCCCCCCCCC)=O)C(=O)OC(C)(C)C